N-(4-(4,4-difluoropiperidin-1-yl)-6-methylpyrimidin-2-yl)-2-fluoro-4-((2-hydroxyethyl)sulfonamido)-6-(6-azaspiro[2.5]octan-6-yl)benzamide FC1(CCN(CC1)C1=NC(=NC(=C1)C)NC(C1=C(C=C(C=C1N1CCC2(CC2)CC1)NS(=O)(=O)CCO)F)=O)F